C(#N)C1=C(C=CC=C1NC=1C=C2C(N(C=NC2=CC1)C)=O)NS(=O)(=O)N1C[C@@H](CC1)F (3R)-N-[2-cyano-3-[(3-methyl-4-oxo-quinazolin-6-yl)amino]phenyl]-3-fluoro-pyrrolidine-1-sulfonamide